tert-butyl 3-(5-((R)-3-hydroxy-1-methyl-2-oxopyrrolidin-3-yl)isoxazol-3-yl)piperidine-1-carboxylate O[C@@]1(C(N(CC1)C)=O)C1=CC(=NO1)C1CN(CCC1)C(=O)OC(C)(C)C